CN1C2=C(OC[C@@H](C1=O)NC(C1=NC=CC(=C1)OC1=CC=CC=C1)=O)C=CC(=N2)N2CC1(C2)CCOCC1 (S)-N-(5-methyl-4-oxo-7-(7-oxa-2-azaspiro[3.5]nonan-2-yl)-2,3,4,5-tetrahydropyrido[3,2-b][1,4]oxazepin-3-yl)-4-phenoxypicolinamide